5-((4-(Azetidin-3-yl(methyl)amino)-3-((methylsulfonyl)methyl)phenyl)amino)-7-(cyclopropylamino)pyrazolo[1,5-a]pyrimidin-3-carbonitril N1CC(C1)N(C1=C(C=C(C=C1)NC1=NC=2N(C(=C1)NC1CC1)N=CC2C#N)CS(=O)(=O)C)C